COC=1C=CC(=C(C1)N1CCOCC1)[N+](=O)[O-] 4-(5-methoxy-2-nitro-phenyl)morpholine